N-[(ethoxy)carbonyl]methyl-D-leucyl-L-prolyl-{4-[N'-(isopropoxycarbonyl)carbamimidoyl]benzyl}amide hydrochloride Cl.C(C)OC(=O)CN[C@H](CC(C)C)C(=O)N1[C@@H](CCC1)C(=O)[N-]CC1=CC=C(C=C1)C(N)=NC(=O)OC(C)C